Cl[Sb-](Cl)(Cl)(Cl)(Cl)Cl.C(C)[O+](CC)CC triethyloxonium hexachloroantimonate